C(C)(C)(C)OC(=O)N1CC(C(CC1)C1CCN(CC1)C1=C(C=C(C=C1)N)F)(F)F 4-[1-(4-amino-2-fluoro-phenyl)-4-piperidinyl]-3,3-difluoro-piperidine-1-carboxylic acid tert-butyl ester